CN(CC(=O)NC1=NN(C=C1)C)C=1C2=C(N=C(N1)C=1C=C3C(=CN1)NN=C3)CCC2 2-[methyl(2-{1H-pyrazolo[3,4-c]pyridin-5-yl}-5H,6H,7H-cyclopenta[d]pyrimidin-4-yl)amino]-N-(1-methyl-1H-pyrazol-3-yl)acetamide